2-[4-[(2S,5R)-4-(3-fluoro-2-methoxy-2-methylpropanoyl)-2,5-dimethylpiperazin-1-yl]spiro[6H-pyrrolo[2,3-d]pyrimidine-5,1'-cyclobutane]-7-yl]pyridine-4-carbonitrile FCC(C(=O)N1C[C@@H](N(C[C@H]1C)C=1C2=C(N=CN1)N(CC21CCC1)C1=NC=CC(=C1)C#N)C)(C)OC